C(C)(C)(C)OC(=O)N1[C@@H](C[C@@H](CC1)C(=O)OC(C)(C)C)C.[N+](=O)([O-])C1=CC=C(C=C1)C(C)=O 1-(4-nitrophenyl)ethanone di-tert-butyl-(2R,4R)-2-methylpiperidine-1,4-dicarboxylate